ON1N=CC(=C1)N1CN(C(C2=CC=CC=C12)=O)C=CC1=CC=C(C=C1)O (1-hydroxy-1H-pyrazol-4-yl)-3-(4-hydroxystyryl)-2,3-dihydroquinazolin-4(1H)-one